FC(CCC(CO)O)(C(C(C(C(C(C(C(F)(F)F)(F)F)(F)F)(F)F)(F)F)(F)F)(F)F)F 3,3,4,4,5,5,6,6,7,7,8,8,9,9,10,10,10-heptadecafluorodecyl-ethylene glycol